4-[(4-methylpiperazin-1-yl)methyl]-3-(trifluoromethyl)benzamide CN1CCN(CC1)CC1=C(C=C(C(=O)N)C=C1)C(F)(F)F